4-(benzotriazol-1-yloxy)-N-[1-cyclopropyl-2-(5-methyl-1,2,4-oxadiazol-3-yl)propan-2-yl]-5-(trifluoromethyl)pyridine-2-carboxamide N1(N=NC2=C1C=CC=C2)OC2=CC(=NC=C2C(F)(F)F)C(=O)NC(CC2CC2)(C)C2=NOC(=N2)C